8-ethyl-3-(methoxymethoxy)naphthalen-1-ol C(C)C=1C=CC=C2C=C(C=C(C12)O)OCOC